FC=1C=C(C=CC1C)C=1N=C2N(CC1)C=C(C=C2)N2C[C@@H](NCC2)C 2-(3-fluoro-4-methylphenyl)-7-[(3S)-3-methylpiperazin-1-yl]-4H-pyrido[1,2-a]pyrimidin